N-[6-(difluoromethyl)-2-pyridinyl]-7-isopropoxy-2-[4-[[4-[4-(3-methyl-2,6-dioxo-3-piperidinyl)phenyl]-1-piperidinyl]methyl]cyclohexyl]imidazo[1,2-a]pyridine-6-carboxamide FC(C1=CC=CC(=N1)NC(=O)C=1C(=CC=2N(C1)C=C(N2)C2CCC(CC2)CN2CCC(CC2)C2=CC=C(C=C2)C2(C(NC(CC2)=O)=O)C)OC(C)C)F